3,5-difluoro-4-hydroxy-N-({4-[6-(pyrazin-2-yl)-2H-indazol-2-yl]bicyclo[2.2.2]octan-1-yl}methyl)benzamide FC=1C=C(C(=O)NCC23CCC(CC2)(CC3)N3N=C2C=C(C=CC2=C3)C3=NC=CN=C3)C=C(C1O)F